C1(CC1)NC(=O)C=1C=C(C(N(C1)CC1=CC=C2CCNCC2=C1)=O)C(=O)NC N5-cyclopropyl-N3-methyl-2-oxo-1-((1,2,3,4-tetrahydroisoquinolin-7-yl)methyl)-1,2-dihydropyridine-3,5-dicarboxamide